Cl.C(#N)C[C@H]1CN(CCN1)C1=NC(=C(C=2CN(CCC12)C1=CC=CC2=CC=CC=C12)C#N)OC[C@H]1N(CCC1)C ((S)-3-(cyanomethyl)piperazin-1-yl)-3-(((S)-1-methylpyrrolidin-2-yl)methoxy)-6-(naphthalen-1-yl)-5,6,7,8-tetrahydro-2,6-naphthyridine-4-carbonitrile hydrochloride